FC(C(C(F)(F)F)(O)C1=CC=C(C=C1)C1=CC=C(C=C1)CN1[C@H](CN(CC1)CC1=CC=NC=C1)CC(=O)OC(C)C)(F)F isopropyl (S)-2-(1-((4'-(1,1,1,3,3,3-hexafluoro-2-hydroxypropan-2-yl)-[1,1'-biphenyl]-4-yl)methyl)-4-(pyridin-4-ylmethyl)piperazin-2-yl)acetate